[Cl-].C(=O)(O)C=1NC2=C(C=CC=C2C1C1=CC(=C(C=C1)CS(=O)(=O)C)F)C(C)NC(NC1=CC=C(C=C1)C[NH3+])=O (4-(3-(1-(2-Carboxy-3-(3-fluoro-4-((methylsulfonyl)methyl)phenyl)-1H-indol-7-yl)ethyl)ureido)phenyl)methanaminium chloride